Cl.NC\C=C(\CN1N=NC2=C1C=C(C=C2C=2C=C(C=CC2)S(=O)(=O)N(C)C)C(=O)N2CCCC2)/F (Z)-3-(1-(4-amino-2-fluoro-but-2-en-1-yl)-6-(pyrrolidine-1-carbonyl)-1H-benzo[d][1,2,3]triazol-4-yl)-N,N-dimethylbenzenesulfonamide hydrochloride